FC1=CC(=CC2=C1CN([C@H](CO2)C)C(=O)OC(C)(C)C)C(NO)=N Tert-butyl (S)-6-fluoro-8-(N-hydroxycarbamimidoyl)-3-methyl-2,3-dihydrobenzo[f][1,4]oxazepine-4(5H)-carboxylate